Cl.F[C@@H]1C[C@H](C1)N Trans-3-fluorocyclobutylamine hydrochloride